ClC1=CC(=C(C=C1)N1C(=NC=C1)C(=O)OCC)[N+](=O)[O-] Ethyl 1-(4-chloro-2-nitrophenyl)-1H-Imidazole-2-carboxylate